C1=CC=CC=2C3=CC=CC=C3C(C12)COC(=O)NCCCS(=O)(=O)O 3-((((9H-fluoren-9-yl)methoxy)carbonyl)amino)propane-1-sulfonic acid